CC1C(CC(C1)(C)C)=O 2,4,4-tri-methylcyclopentanone